tris[2-[[2,4,8,10-tetrakis(1,1-dimethylethyl)dibenzo[d,f][1,3,2]dioxaphosphepine-6-yl]oxy]ethyl]amine CC(C)(C)C1=CC2=C(OP(OC3=C2C=C(C=C3C(C)(C)C)C(C)(C)C)OCCN(CCOP3OC2=C(C4=C(O3)C(=CC(=C4)C(C)(C)C)C(C)(C)C)C=C(C=C2C(C)(C)C)C(C)(C)C)CCOP2OC4=C(C3=C(O2)C(=CC(=C3)C(C)(C)C)C(C)(C)C)C=C(C=C4C(C)(C)C)C(C)(C)C)C(=C1)C(C)(C)C